(±)-trans-4-(3-hydroxy-4-(3-(trifluoromethyl)phenoxy)piperidin-1-yl)-1-methyl-2-oxo-1,2-dihydropyrido[3,2-d]pyrimidine-6-carbonitrile O[C@@H]1CN(CC[C@H]1OC1=CC(=CC=C1)C(F)(F)F)C=1C2=C(N(C(N1)=O)C)C=CC(=N2)C#N |r|